2-(2,6-dioxopiperidin-3-yl)-7-methoxy-1-oxoisoindoline-4-carbonitrile O=C1NC(CCC1N1C(C=2C(=CC=C(C2C1)C#N)OC)=O)=O